nonadecyl margarate C(CCCCCCCCCCCCCCCC)(=O)OCCCCCCCCCCCCCCCCCCC